C(C1=CC=CC=C1)(=O)[O-].C(C1=CC=CC=C1)(=O)O.[Na+] sodium benzoate (benzoate)